BrC=1C=C2CCN(C(C2=CC1F)=O)C1=CC(=C(C=C1)OCOCCOC)[N+](=O)[O-] 6-bromo-7-fluoro-2-(4-((2-methoxyethoxy)methoxy)-3-nitrophenyl)-3,4-dihydroisoquinolin-1(2H)-one